methyl-1-oxa-4,6-diazacyclohexadecane-2,7-dione CC1C(OCCCCCCCCCC(NCN1)=O)=O